acetic acid 3-(2-(allyl (ethyl) amino) ethyl)-1H-indol-7-yl ester C(C=C)N(CCC1=CNC2=C(C=CC=C12)OC(C)=O)CC